6-[4-[(R or S)-(3,4-Dimethoxyphenyl)-phenyl-methyl]piperidine-1-carbonyl]-4H-1,4-benzoxazin-3-one COC=1C=C(C=CC1OC)[C@H](C1CCN(CC1)C(=O)C=1C=CC2=C(NC(CO2)=O)C1)C1=CC=CC=C1 |o1:10|